2-[2-(2-azidoethoxy)ethoxy]-N-methyl-ethanamine N(=[N+]=[N-])CCOCCOCCNC